ClC=1C(=CC(=NC1)OC)C1=CC(=NN1)C(=O)N1CCC(CC1)C(=O)NC1CCC(CC1)(C(F)(F)F)O 1-[5-(5-chloro-2-methoxypyridin-4-yl)-1H-pyrazole-3-carbonyl]-N-[(1s,4s)-4-hydroxy-4-(trifluoromethyl)cyclohexyl]piperidine-4-carboxamide